(R)-1,1-difluoro-1-(2-fluoro-3-(1-((6-(4-(methoxymethyl)piperidin-1-yl)-2-methyl-8,9-dihydro-7H-cyclopenta[h]quinazolin-4-yl)amino)ethyl)phenyl)-2-methylpropan-2-ol FC(C(C)(O)C)(C1=C(C(=CC=C1)[C@@H](C)NC1=NC(=NC2=C3C(=C(C=C12)N1CCC(CC1)COC)CCC3)C)F)F